C(C)N1N=CC=2C(=NC(=CC21)C(=O)N)C=2N(C=C(N2)C2=CC(=NN2CCCO)C)C 1-ethyl-4-{4-[1-(3-hydroxypropyl)-3-methyl-1H-pyrazol-5-yl]-1-methyl-1H-imidazol-2-yl}-1H-pyrazolo[4,3-C]pyridine-6-carboxamide